potassium 2,4-dichlorobenzoate ClC1=C(C(=O)[O-])C=CC(=C1)Cl.[K+]